BrCC=1C2=CC=CC=C2C(=C2C=CC=CC12)CBr 9,10-dibromomethyl-anthracene